4-methyl-3-[4-[[2-(4-piperazin-1-ylanilino)pyrimidin-4-yl]amino]pyrimidin-2-yl]phenol CC1=C(C=C(C=C1)O)C1=NC=CC(=N1)NC1=NC(=NC=C1)NC1=CC=C(C=C1)N1CCNCC1